tert-butyl 6-(3-((2-(4-methoxyphenyl)quinolin-4-yl)amino)propyl)-2,6-diazaspiro[3.4]octane-2-carboxylate COC1=CC=C(C=C1)C1=NC2=CC=CC=C2C(=C1)NCCCN1CC2(CN(C2)C(=O)OC(C)(C)C)CC1